NC1=NC=NN2C1=CC=C2[C@H]2[C@@H]([C@@H]([C@@](O2)(C#N)COP(=O)(OC2=CC=CC=C2)N[C@@H](C)C(=O)O[C@@H]2COCC2)O)O (S)-Tetrahydrofuran-3-yl ((((2R,3S,4R,5S)-5-(4-aminopyrrolo[2,1-f][1,2,4]triazin-7-yl)-2-cyano-3,4-dihydroxytetrahydrofuran-2-yl)methoxy)(phenoxy)phosphoryl)-L-alaninate